azo-diamine N(=NN)N